3-((17-Amino-3,6,9,12,15-pentaoxaheptadecyl)amino)-N-(4,5-dimethylthiazol-2-yl)-2-methylbenzamide NCCOCCOCCOCCOCCOCCNC=1C(=C(C(=O)NC=2SC(=C(N2)C)C)C=CC1)C